ClC1=C(C=CC=C1S)C=1C(=NC=CN1)C(=O)N (2-chloro-3-mercaptophenyl)pyrazine-2-carboxamide